ClC=1N=CC=2N(C(C3=C(N(C2N1)CC)SC(=N3)C)=O)C 6-chloro-4-ethyl-2,9-dimethyl-4,9-dihydro-10H-pyrimido[5,4-b]thiazolo[5,4-e][1,4]diazepin-10-one